3-((5-(5-(difluoromethyl)-1,3,4-oxadiazol-2-yl)pyridin-2-yl)methyl)-1-phenylimidazolidin-2,4-dione FC(C1=NN=C(O1)C=1C=CC(=NC1)CN1C(N(CC1=O)C1=CC=CC=C1)=O)F